ClC=1C=C(C#N)C=C(C1)CCN1C[C@H](NCC1)COC1=CC=C(C=C1)S(=O)(=O)C(CO)(C)C 3-chloro-5-{2-[(3S)-3-{[4-(1-hydroxy-2-methylpropane-2-sulfonyl)phenoxy]methyl}piperazin-1-yl]ethyl}benzonitrile